1-(1,2-Diazidoethyl)pyrrolidin-2-one N(=[N+]=[N-])C(CN=[N+]=[N-])N1C(CCC1)=O